2-((3-methyl-1-(1-methylpiperidin-4-yl)-1H-pyrazol-4-yl)amino)-4-((3-(3-oxomorpholino)propyl)amino)pyrimidine-5-carbonitrile CC1=NN(C=C1NC1=NC=C(C(=N1)NCCCN1C(COCC1)=O)C#N)C1CCN(CC1)C